BrC1=CC=C(OC[C@H](COCC(CO)=C)O)C=C1 (S)-2-((3-(4-bromophenoxy)-2-hydroxypropoxy)methyl)prop-2-en-1-ol